Fluorocinnamic acid C1=CC=C(C=C1)C=C(C(=O)O)F